C1(=CC=CC=C1)C(C1=CC=CC=C1)=NC1=NNC2=CC=CC=C12 3-((diphenylmethylene)amino)-1H-indazole